BrC1=C(C=CC(=C1)Cl)C(\C=C(/C)\N(C)C)=O (2E)-1-(2-bromo-4-chlorophenyl)-3-(dimethylamino)but-2-en-1-one